(R)-9-Oxo-8-(3-propoxy-4-(1H-pyrazol-5-yl)phenyl)octahydro-2H-pyrazino[1,2-a]pyrazin O=C1N(CCN2[C@@H]1CNCC2)C2=CC(=C(C=C2)C2=CC=NN2)OCCC